CNC(CN1CCC(CC1)N1C(NC2=C1C=C(C(=C2)C=2C=C(C=1N(C2)N=CN1)C)C)=O)=O N-methyl-2-(4-(6-methyl-5-(8-methyl-[1,2,4]triazolo[1,5-a]pyridin-6-yl)-2-oxo-2,3-dihydro-1H-benzo[d]imidazol-1-yl)piperidin-1-yl)acetamide